1-[3-[3-(4-chlorophenyl)propoxy]propyl]-piperidine ClC1=CC=C(C=C1)CCCOCCCN1CCCCC1